(3S,4R)-4-[tert-butyl(dimethyl)silyl]oxy-3-(cyclopentoxy)-4-(3-methoxy-4-methyl-phenyl)butanenitrile [Si](C)(C)(C(C)(C)C)O[C@@H]([C@H](CC#N)OC1CCCC1)C1=CC(=C(C=C1)C)OC